lithium (4,4'-bis-tert-butylbiphenyl) C(C)(C)(C)C1=CC=C(C=C1)C1=CC=C(C=C1)C(C)(C)C.[Li]